Pyridin-2-yl-methylamine N1=C(C=CC=C1)NC